(S)-4-fluoro-1-(oxetan-2-ylmethyl)-2-(2,3,6-trifluoro-4-(6-((5-(trifluoromethyl)thiazol-2-yl)methoxy)pyridin-2-yl)benzyl)-1H-benzo[d]imidazole-6-carboxylic acid FC1=CC(=CC=2N(C(=NC21)CC2=C(C(=C(C=C2F)C2=NC(=CC=C2)OCC=2SC(=CN2)C(F)(F)F)F)F)C[C@H]2OCC2)C(=O)O